N(=C=S)C(=C(C=1C(=CC=CC1)S(=O)(=O)O)N=C=S)C=1C(=CC=CC1)S(=O)(=O)O diisothiocyanatostilbene-2,2'-disulfonic acid